FC1=C(C=CC=C1S(=O)(=O)C)NC1=NC=C(C(=N1)C1=CNC2=C(C=CC=C12)[N+](=O)[O-])C N-(2-fluoro-3-(methylsulfonyl)phenyl)-5-methyl-4-(7-nitro-1H-indol-3-yl)pyrimidin-2-amine